C(C)N1CC(=C(C2=CC=C3C(=C12)SC1=C3C=CC=C1)O)C(C(F)(F)F)=O 1-ethyl-4-hydroxy-3-(2,2,2-trifluoroethane-1-one-1-yl)-[1]benzothieno[3,2-h]quinoline